hexa-hydroxycyclotriphosphazene OP1(=NP(=NP(=N1)(O)O)(O)O)O